Dibutylammonium Bromate Br(=O)(=O)[O-].C(CCC)[NH2+]CCCC